tert-butyl 7-({1H,2H,3H-benzo[b]pyrrolizin-9-yl} carbonyl)-4,4-difluoro-2,7-diazaspiro[4.4]nonane-2-carboxylate C1CCN2C3=C(C(=C12)C(=O)N1CC2(C(CN(C2)C(=O)OC(C)(C)C)(F)F)CC1)C=CC=C3